C(C)N1C2=C(C=C1C=O)C=CO2 6-ethyl-6H-furo[2,3-b]pyrrole-5-formaldehyde